C(C)N(CCN1CCN(CC1)CC1(CN(C1)C(=O)C1=C(C(=C(C=C1)F)F)NC1=C(C=C(C=C1)I)F)O)CC 3-({4-[2-(diethylamino)ethyl]piperazin-1-yl}methyl)-1-({3,4-difluoro-2-[(2-fluoro-4-iodophenyl)amino]phenyl}carbonyl)azetidin-3-ol